C(CCCCCCC\C=C/CCCCCCCC)(=O)N (9Z)-9-Octadeceneamide